6,6,9-trimethyl-3-pentyl-2-(thiazol-4-yl)-6a,7,8,10a-tetrahydro-6H-benzo[c]chromen-1-ol CC1(OC=2C=C(C(=C(C2C2C1CCC(=C2)C)O)C=2N=CSC2)CCCCC)C